1-{[(4-bromo-3-methylbutan-2-yl)oxy]methyl}-4-methoxybenzene BrCC(C(C)OCC1=CC=C(C=C1)OC)C